2-(3,8-diazabicyclo[3.2.1]octan-8-yl)-N-(4,4-difluorocyclohexyl)benzo[d]thiazole-6-carboxamide C12CNCC(CC1)N2C=2SC1=C(N2)C=CC(=C1)C(=O)NC1CCC(CC1)(F)F